ClC1=C(C(=C(C=C1OC)OC)Cl)C1=CC2=C(N=C(N=C2)NC2=C(C=CC=C2C)NC(C=C)=O)C(=N1)NC1CC(CC1)(F)F N-(2-((6-(2,6-dichloro-3,5-dimethoxyphenyl)-8-((3,3-difluorocyclopentyl)amino)pyrido[3,4-d]pyrimidin-2-yl)amino)-3-methylphenyl)acrylamide